C(C)(C)(C)OC(=O)NC(C(=O)[O-])C 2-((tert-butoxy carbonyl)amino)propanoate